tert-butyl 2-formyl-1,9-diazatricyclo[6.3.1.04,12]dodeca-2,4(12),5,7-tetraene-9-carboxylate C(=O)C=1N2CCN(C3=CC=CC(C1)=C23)C(=O)OC(C)(C)C